Cl.ClC=1C(=C(C=CC1F)C(N)C=1C=NC(=CC1)C(C)(F)F)F (3-chloro-2,4-difluorophenyl)(6-(1,1-difluoroethyl)pyridin-3-yl)methanamine hydrochloride